1,5-anhydro-2,3-dideoxy-3-(6-(4-((3,3-difluorocyclobutyl)-carbamoyl)benzyl)-7,8-dimethyl-4-oxoquinazolin-3(4H)-yl)-L-threo-pentitol FC1(CC(C1)NC(=O)C1=CC=C(CC=2C=C3C(N(C=NC3=C(C2C)C)[C@H]2CCOC[C@@H]2O)=O)C=C1)F